Methyl ((8-(2,2'-dichloro-3'-(6-methoxy-5-(((((S)-5-oxopyrrolidin-2-yl)methyl)amino)methyl)pyridin-2-yl)-[1,1'-biphenyl]-3-yl)-4-oxo-4H-pyrido[1,2-a]pyrimidin-3-yl)methyl)-L-serinate ClC1=C(C=CC=C1C1=CC=2N(C(C(=CN2)CN[C@@H](CO)C(=O)OC)=O)C=C1)C1=C(C(=CC=C1)C1=NC(=C(C=C1)CNC[C@H]1NC(CC1)=O)OC)Cl